C(C)(=O)OCC1=C(C=C(C=C1NC(=O)C=1C=C2CCC3(C2=CC1F)CC3)F)Br 2-Bromo-4-fluoro-6-(6'-fluoro-2',3'-dihydrospiro[cyclopropane-1,1'-indene]-5'-carboxamido)benzyl acetate